1,1,3,3-tetramethylbutylperoxy-2-Ethylhexanoate CC(CC(C)(C)C)(C)OOC(C(=O)[O-])(CCCC)CC